FC1=C(C=C(C=C1)C(=O)NC1CN(C1)C)C=1C=NC(=NC1)NCC1(CC(C1)F)C1=NC=CC=C1F {4-fluoro-3-[2-({[3-fluoro-1-(3-fluoro(2-pyridyl))cyclobutyl]methyl}amino)pyrimidin-5-yl]phenyl}-N-(1-methylazetidin-3-yl)carboxamide